1-(3-ethoxy-3-oxopropyl)-2-(((s)-1-phenylethyl)imino)cyclopentane-1-carboxylate C(C)OC(CCC1(C(CCC1)=N[C@@H](C)C1=CC=CC=C1)C(=O)[O-])=O